[Li].[Al] aluminum lithium